(E)-(1-(((1-(2-(benzhydryl) hydrazino)-2-methyl-1-oxopropan-2-yl) oxy) imino) ethyl) diethyl phosphate P(=O)(O/C(/C)=N/OC(C(=O)NNC(C1=CC=CC=C1)C1=CC=CC=C1)(C)C)(OCC)OCC